COC1=C(C=CC=C1)N1CCN(CC1)CCCOC=1C(=C(C=CC1)C1=C(C(=CC=C1)OCCCN1C[C@@H](CC1)O)C)C (R)-1-(3-((3'-(3-(4-(2-methoxyphenyl)piperazin-1-yl)propoxy)-2,2'-dimethyl-[1,1'-biphenyl]-3-yl)oxy)propyl)pyrrolidin-3-ol